(S)-2-(6-Chloro-2-(2,2-dimethylmorpholine-4-carbonyl)-1,2,3,4-tetrahydroisoquinolin-8-yl)pyrrolidine-1-carboxylic acid tert-butyl ester C(C)(C)(C)OC(=O)N1[C@@H](CCC1)C=1C=C(C=C2CCN(CC12)C(=O)N1CC(OCC1)(C)C)Cl